C(C)(C)(C)N(C(O)=O)C1C(CC(C1)=O)COC=1C(=NN(C1)C1CCC1)C.O1C=CN=CN=CC=CN=CC=C1 oxa[4,6,10]triazacyclotridecine tert-Butyl(2-(((1-cyclobutyl-3-methyl-1H-pyrazol-4-yl)oxy)methyl)-4-oxocyclopentyl)carbamate